ClC=1C(=CC2=C(N=C(S2)N)C1)Cl 5,6-dichlorobenzo[d]thiazole-2-amine